S(=O)(=O)(O)CC.C(C)S(=O)(=O)O ethyl-sulfonate (esylate)